2-(2-chloro-5-fluorophenyl)-N-{3-sulfamoyl-4-[4-(trifluoromethyl)-1H-pyrazol-1-yl]phenyl}acetamide ClC1=C(C=C(C=C1)F)CC(=O)NC1=CC(=C(C=C1)N1N=CC(=C1)C(F)(F)F)S(N)(=O)=O